Eruconitrile C(CCCCCCCCCCC\C=C/CCCCCCCC)#N